C(OC=1C=NC=CC1)(OC)=O pyridin-3-yl methyl carbonate